FC(C)(F)C1=C(C=CC(=C1)F)C1=C(C2=C(S1)C=C(C=C2)C(=O)OC)OC2=CC=C(C=C2)NC2CN(C2)C(=O)OC(C)(C)C tert-butyl 3-((4-((2-(2-(1,1-difluoroethyl)-4-fluorophenyl)-6-(methoxycarbonyl)benzo[b]thiophen-3-yl)oxy)phenyl)amino)azetidine-1-carboxylate